18-hydroxy-9,10-dihydroxyoctadecanoic acid OCCCCCCCCC(C(CCCCCCCC(=O)O)O)O